FC1(CN(C1)C1CCN(CC1)C1=CC=C(C=C1)[N+](=O)[O-])CO (3-Fluoro-1-[1-(4-nitrophenyl)piperidin-4-yl]azetidin-3-yl)methanol